NC=1C(=CC(=C(C1)NC(OC(C)(C)C)=O)OC)N1CCN(CC1)C Tert-butyl (5-amino-2-methoxy-4-(4-methylpiperazine-1-yl)phenyl)carbamate